OCCOC1=CC(=NC=C1)C=1N=C(C2=C(N1)CCC2)N(CC(=O)NC2=NC=C(N=C2)OC)C 2-({2-[4-(2-hydroxyethoxy)pyridin-2-yl]-5H,6H,7H-cyclopenta[d]pyrimidin-4-yl}(methyl)amino)-N-(5-methoxypyrazin-2-yl)acetamide